6-(2-methoxyprop-2-yl)quinoline-4-carboxylic acid COC(C)(C)C=1C=C2C(=CC=NC2=CC1)C(=O)O